Tert-butyl (20-bromo-3,6,9,12,15,18-hexaoxaicosyl)carbamate BrCCOCCOCCOCCOCCOCCOCCNC(OC(C)(C)C)=O